Tert-butyl 1-(3-(4-methoxyphenyl) isoxazol-5-yl)piperidine-4-carboxylate COC1=CC=C(C=C1)C1=NOC(=C1)N1CCC(CC1)C(=O)OC(C)(C)C